FC=1C(=C(C(=O)N)C=C(C1F)CC1=C(C(=CC=C1)NS(NC(COC)(C)C)(=O)=O)F)NC1=C(C=C(C=C1)I)F 3,4-Difluoro-2-(2-fluoro-4-iodoanilino)-5-[[2-fluoro-3-[(1-methoxy-2-methylpropan-2-yl)sulfamoylamino]phenyl]Methyl]benzamide